1-tert-butyl 1-(chloromethyl) cyclopropane-1,1-dicarboxylate C1(CC1)(C(=O)OC(C)(C)C)C(=O)OCCl